3'-ethoxy-4-methoxy-4'-(7-oxo-6,7-dihydro-3H-[1,2,3]triazolo[4,5-d]pyrimidin-5-yl)-[1,1'-biphenyl]-3-carboxylic acid C(C)OC=1C=C(C=CC1C=1NC(C2=C(N1)NN=N2)=O)C2=CC(=C(C=C2)OC)C(=O)O